2-(2,4-dichlorophenyl)cyclobutanone ClC1=C(C=CC(=C1)Cl)C1C(CC1)=O